(S)-2-((8-(morpholine-4-carbonyl)-2,3-dihydrobenzo[b][1,4]dioxin-5-yl)amino)-4-((tetrahydrofuran-3-yl)amino)-7H-pyrrolo[2,3-d]pyrimidine-5-carbonitrile N1(CCOCC1)C(=O)C1=CC=C(C2=C1OCCO2)NC=2N=C(C1=C(N2)NC=C1C#N)N[C@@H]1COCC1